5-(4-(6-methylpyridin-3-yl)butanamido)-N-(2-aminophenyl)pyridine-2-carboxamide CC1=CC=C(C=N1)CCCC(=O)NC=1C=CC(=NC1)C(=O)NC1=C(C=CC=C1)N